1H-benzo[d][1,2,3]triazole-1-carbaldehyde N1(N=NC2=C1C=CC=C2)C=O